FC1=C(C=CC=C1)C1=CC(=CC=C1)C=O 2'-fluoro-[1,1'-biphenyl]-3-carbaldehyde